BrC1=C(C(=C(C=C1)F)CC)F 1-bromo-3-ethyl-2,4-difluorobenzene